FC1=CN=C2N1N=C(C=C2[C@@H]2[C@H](C2)C2=CC1=C(C=N2)C=NN1CC(F)(F)F)C=1C(NC(NC1)=O)=O 5-(3-fluoro-8-((1S,2S)-2-(1-(2,2,2-trifluoroethyl)-1H-pyrazolo[4,3-c]pyridin-6-yl)cyclopropyl)imidazo[1,2-b]pyridazin-6-yl)pyrimidine-2,4(1H,3H)-dione